O(C1=CC=CC=C1)CCN(CCC(C(=O)O)NC(C(C)C1=CC=CC=C1)=O)CCCCC1=NC=2NCCCC2C=C1 4-[2-phenoxyethyl-[4-(5,6,7,8-tetrahydro-1,8-naphthyridin-2-yl)butyl]amino]-2-[[2-phenylpropanoyl]amino]butanoic acid